P(=O)(O)(O)O.C(CC(O)(C(=O)O)CC(=O)O)(=O)O.C1(=C(C=CC=C1)N)N o-phenylenediamine citrate phosphate